O1COC2=C1C=CC(=C2)C2(C(NC1=C(C(=CC=C21)F)F)=O)C2=CC=C(C=C2)O 3-(benzo[d][1,3]dioxol-5-yl)-6,7-difluoro-3-(4-hydroxyphenyl)indol-2-one